tert-butyl (6-(fluoromethyl)quinoline-4-carbonyl)glycinate FCC=1C=C2C(=CC=NC2=CC1)C(=O)NCC(=O)OC(C)(C)C